ClC1=C(C(=CC=C1)Cl)CC(=O)O 2-(2,6-dichlorophenyl)acetic acid